(5R)-(-)-6-[3-fluoro-4-(3-hydroxy-2,2-dimethylpropoxy)-5-methylphenyl]-5-methyl-4,5-dihydro-2H-pyridazin-3-one FC=1C=C(C=C(C1OCC(CO)(C)C)C)C=1[C@@H](CC(NN1)=O)C